4'-amino-4-bromo-N-methyl-4''-sulfamoyl-[1,1':3',1''-terphenyl]-5'-carboxamide NC1=C(C=C(C=C1C(=O)NC)C1=CC=C(C=C1)Br)C1=CC=C(C=C1)S(N)(=O)=O